C12CN(CC(CC1)N2)C=2C1=C(N=C(N2)OCC2(CC2)CN2CCOCC2)CN(CC1)C1=CC(=CC2=CC=CC(=C12)I)O 4-(4-(3,8-diazabicyclo[3.2.1]octan-3-yl)-2-((1-(morpholinomethyl)cyclopropyl)methoxy)-5,8-dihydropyrido[3,4-d]pyrimidin-7(6H)-yl)-5-iodonaphthalen-2-ol